5-(2-chloro-5-fluoro-4-nitrophenoxy)benzo[c][1,2,5]oxadiazole ClC1=C(OC2=CC=3C(=NON3)C=C2)C=C(C(=C1)[N+](=O)[O-])F